NC1=C(C=2C(=NC=C(N2)C([2H])([2H])[2H])N1C1=C(C(=CC=C1C)OC)C)C(=O)N 6-amino-5-(3-methoxy-2,6-dimethyl-phenyl)-2-(trideuteromethyl)pyrrolo[2,3-b]pyrazine-7-carboxamide